(S)-(4-(4-fluorobenzo[d]thiazol-2-yl)-6,7-dihydro-1H-imidazo[4,5-c]pyridin-5(4H)-yl)(1-(trifluoromethyl)-1H-pyrazol-5-yl)methanone FC1=CC=CC2=C1N=C(S2)[C@H]2N(CCC1=C2N=CN1)C(=O)C1=CC=NN1C(F)(F)F